C(C)(C)(C)OC(=O)N1CC[C@@H](CCC1)OC1=CC=C(C=C1)OC(F)(F)F |r| (rac)-4-[4-(trifluoromethoxy)phenoxy]azepane-1-carboxylic acid tert-butyl ester